The molecule is a cyclodepsipeptide that is N-[(3R)-3-hydroxy-11-methyldodecanoyl]-L-alpha-glutamyl-L-leucyl-D-leucyl-L-valyl-L-alpha-aspartyl-D-leucyl-L-leucine in which the C-terminal carboxy group has been lactonised by condensation with the alcoholic hydroxy group. It has a role as an antibacterial agent, an antifungal agent, an antiviral agent, a surfactant, a metabolite and an antineoplastic agent. It is a cyclodepsipeptide, a lipopeptide antibiotic and a macrocyclic lactone. CC(C)CCCCCCC[C@@H]1CC(=O)N[C@H](C(=O)N[C@H](C(=O)N[C@@H](C(=O)N[C@H](C(=O)N[C@H](C(=O)N[C@@H](C(=O)N[C@H](C(=O)O1)CC(C)C)CC(C)C)CC(=O)O)C(C)C)CC(C)C)CC(C)C)CCC(=O)O